ClC1=CC(=C(C=C1)C1(OC2=C(O1)C=CC=C2C2CCN(CC2)CC2=NC1=C(N2CCN2CCOCC2)C=C(C=C1)C(=O)O)C)F 2-({4-[2-(4-chloro-2-fluorophenyl)-2-methyl-1,3-benzodioxol-4-yl]piperidin-1-yl}methyl)-1-[2-(morpholin-4-yl)ethyl]-1H-benzimidazole-6-carboxylic acid